propane-1,3-diylbis(triphenylphosphine) thiosalicylate C(C=1C(S)=CC=CC1)(=O)O.C(CCP(C1=CC=CC=C1)(C1=CC=CC=C1)C1=CC=CC=C1)P(C1=CC=CC=C1)(C1=CC=CC=C1)C1=CC=CC=C1